N-(3-{4-[(3-cyano-4-methyl-1H-indol-7-yl)sulfamoyl]phenyl}propyl)-2,2,2-trifluoroacetamide C(#N)C1=CNC2=C(C=CC(=C12)C)NS(=O)(=O)C1=CC=C(C=C1)CCCNC(C(F)(F)F)=O